tert-butyl ((1S,3r)-3-(5-(5-(difluoromethoxy)pyridin-2-yl)-4-(2-fluorophenyl)-4H-1,2,4-triazol-3-yl)cyclobutyl)carbamate FC(OC=1C=CC(=NC1)C=1N(C(=NN1)C1CC(C1)NC(OC(C)(C)C)=O)C1=C(C=CC=C1)F)F